tert-butyl 5-[6-methyl-5-[[4-methyl-6-(methylamino)pyrimidin-2-yl]amino]-2,3-dihydrobenzofuran-7-yl]-2,3,4,7-tetrahydroazepine-1-carboxylate CC1=C(C2=C(CCO2)C=C1NC1=NC(=CC(=N1)C)NC)C=1CCCN(CC1)C(=O)OC(C)(C)C